N(=[N+]=[N-])CCOC[C@]1(C[C@H](N(C1)C(CNC(C1=CC=C(C=C1)OC1=CC=C(C=C1)F)=O)=O)C(=O)OCC)F ethyl (2S,4R)-4-((2-azidoethoxy)methyl)-4-fluoro-1-((4-(4-fluorophenoxy) benzoyl)glycyl)pyrrolidine-2-carboxylate